tert-Butyl (2-methyl-1H-pyrrolo[3,2-b]pyridin-5-yl)carbamate CC1=CC2=NC(=CC=C2N1)NC(OC(C)(C)C)=O